3-chloro-4-hydroxy-N-(3-(2-methoxyphenethyl)-4-oxo-3,4-dihydroquinazolin-5-yl)benzamide ClC=1C=C(C(=O)NC2=C3C(N(C=NC3=CC=C2)CCC2=C(C=CC=C2)OC)=O)C=CC1O